(2S,4R)-2-methylpiperidin-4-ol C[C@@H]1NCC[C@H](C1)O